C(#N)C=1C=C(C=NC1)B(O)O 5-cyanopyridine-3-boronic acid